CN(CCN1C=C(C2=CC=C(C=C12)C=1C=NNC1OC)C(=O)[C@@H]1COC2=CC=C(C=C2C1)F)C (S)-[1-[2-(Dimethylamino)ethyl]-6-(5-methoxy-1H-pyrazol-4-yl)indol-3-yl]-(6-fluorochroman-3-yl)methanone